1-(difluoromethyl)-6-methoxy-2-phenyl-1,2,3,4-tetrahydroisoquinoline FC(C1N(CCC2=CC(=CC=C12)OC)C1=CC=CC=C1)F